2,4,6-tris(3,5-di-tert-butyl-2,6-dihydroxyphenyl)triazinyl-hafnium dichloride [Cl-].[Cl-].C(C)(C)(C)C=1C(=C(C(=C(C1)C(C)(C)C)O)N1NC(=C(C(=N1)C1=C(C(=CC(=C1O)C(C)(C)C)C(C)(C)C)O)[Hf+2])C1=C(C(=CC(=C1O)C(C)(C)C)C(C)(C)C)O)O